C(=C)C1[C@H]2CN(C[C@@H]12)C(=O)OCC1=CC=CC=C1 (1S,5R,6r)-benzyl 6-vinyl-3-azabicyclo[3.1.0]hexane-3-carboxylate